N1=C(C=CC=C1)NC1=NC=CC(=C1)C=O (2-(pyridin-2-ylamino)pyridin-4-yl)methanone